NC1=C(C=C(OCCCCS(=O)(=O)O)C=C1)CCC 4-(4-amino-3-propylphenoxy)butane-1-sulfonic acid